CC(CCCC)CCCCCCCCCCCCCCCCCCCCCCCCCCCCCC 5-methylpentatriacontane